OC1=CC=C(C2=CC3=C(C=CC(=C3C=C12)NCCNCCO)NCCNCCO)O 1,4-dihydroxy-5,8-bis[[2-[(2-hydroxyethyl)amino]ethyl]amino]anthracene